FC1=C(C(=CC=C1)F)C1CCN(CC1)C1=C(C=O)C=CC=C1 (4-(2,6-difluorophenyl)piperidin-1-yl)benzaldehyde